CC=1C=C(C=CC1OC1=CC=2N(C=C1)N=CN2)NC=2C1=C(N=CN2)C=CC(=N1)N1C(/C(/CC1)=C/C1CN(C1)C)=O (3E)-1-{4-[(3-methyl-4-{[1,2,4]triazolo[1,5-a]pyridin-7-yloxy}phenyl)amino]pyrido[3,2-d]pyrimidin-6-yl}-3-[(1-methylazetidin-3-yl)methylidene]pyrrolidin-2-one